BrCC#CC=1C=NC=C(C1)F 3-(3-bromoprop-1-yn-1-yl)-5-fluoropyridine